5-((4-ethylpiperazin-1-yl)sulfonyl)-2-propoxybenzaldehyde C(C)N1CCN(CC1)S(=O)(=O)C=1C=CC(=C(C=O)C1)OCCC